C(C1=CC=CC=C1)OC1=C(C=CC=C1)C=1N=NC=2NC=3CCN[C@H](C3C2C1)C (3S)-12-(2-benzyloxyphenyl)-3-methyl-4,8,10,11-tetrazatricyclo[7.4.0.02,7]trideca-1(9),2(7),10,12-tetraene